NCC(C(C)(C)C)=O 1-amino-3,3-dimethylbutan-2-one